benzyl-(2R,3R,4R,5S)-2-((methylamino)methyl)-5-((6-(trifluoromethyl)pyrazin-2-yl)amino)tetrahydro-2H-pyran-3,4-diol C(C1=CC=CC=C1)[C@@]1(OC[C@@H]([C@H]([C@H]1O)O)NC1=NC(=CN=C1)C(F)(F)F)CNC